BrC1=C(C=CC(=C1)F)C(CCC=C)N 1-(2-bromo-4-fluorophenyl)pent-4-en-1-amine